(R)-N-(3-(3,5-dimethylisoxazol-4-yl)-4-(piperidin-2-ylmethoxy)phenyl)-2-(4-methoxyphenyl)acetamide CC1=NOC(=C1C=1C=C(C=CC1OC[C@@H]1NCCCC1)NC(CC1=CC=C(C=C1)OC)=O)C